N-[1-(1-methyl-1H-pyrazol-5-yl)propan-2-yl]acetamide CN1N=CC=C1CC(C)NC(C)=O